C(C)(C)(C)OC(CN1CCN(CCN(CCN(CC1)CC(=O)OC(C)(C)C)CC(=O)OC(C)(C)C)CC(=O)O)=O 1,4,7,10-tetraazacyclododecane-1,4,7,10-tetra-acetic acid tri-tert-butyl ester